CN1CCN(CC1)C1=CC=C(C=C1)NC1=NC=NC(=C1)N1OCC2(CC2)[C@H]1C1=CC=CC=C1 (R)-N-(4-(4-methylpiperazin-1-yl)phenyl)-6-(7-phenyl-5-oxa-6-azaspiro[2.4]heptan-6-yl)pyrimidine-4-amine